NS(=O)(=O)NC1CCN(CC1)C1=C(C=C(C=C1)F)NC(=O)C=1N=C(C=2N(C1)C=CN2)C2=C(C=CC=C2C)C N-(2-{4-[(aminosulfonyl)amino]hexahydropyridin-1-yl}-5-fluorophenyl)-8-(2,6-dimethylphenyl)imidazo[3,2-a]pyrazine-6-carboxamide